CC=1SC2=C(N1)C=C(C=C2)COC2=CC=CC(=N2)C2CCN(CC2)CC2=NC1=C(N2C[C@H]2OCC2)C=C(C=C1)C(=O)[O-] (S)-2-((4-(6-((2-methylbenzo[d]thiazol-5-yl)methoxy)pyridin-2-yl)piperidin-1-yl)methyl)-1-(oxetan-2-ylmethyl)-1H-benzo[d]imidazole-6-carboxylate